C(C)(C)(C)OC(=O)N[C@H](C(=O)OCOC(C(CC(=O)[O-])NC(=O)OC(C)(C)C)=O)CC(=O)[O-] O1-methylene (2S,2'S)-bis(2-((tert-butoxycarbonyl)amino)succinate)